(Z)-2-methylbut-2-endicarboxylic acid C/C(/C(C(=O)O)C(=O)O)=C/C